Methyl 4-[1-[[4-[2-(3-methoxyphenoxy)ethyl-methyl-amino]tetrahydropyran-4-carbonyl]amino]cyclopropyl]benzoate COC=1C=C(OCCN(C2(CCOCC2)C(=O)NC2(CC2)C2=CC=C(C(=O)OC)C=C2)C)C=CC1